C(=O)C1=CC=C(C=C1)C1=CC(=C2C=CC3=C(C=C(C4=CC=C1C2=C34)C3=CC=C(C=C3)C=O)C3=CC=C(C=C3)C=O)C3=CC=C(C=C3)C=O 1,3,6,8-tetra-(p-formylphenyl)-pyrene